C(C)(C)(C)OC(=O)NC1=C(C=CC(=N1)C(=O)OC)F methyl 6-((tert-butoxycarbonyl)amino)-5-fluoropicolinate